C(C)(C)C=1CCCCC1 4-isopropyl-4-cyclohexene